3-((tert-butoxycarbonyl)amino)-5-oxocyclohexane-1-carboxylic acid C(C)(C)(C)OC(=O)NC1CC(CC(C1)=O)C(=O)O